methyl (S)-5-(((benzyloxy)carbonyl)amino)-6-methoxy-3-oxohexanoate C(C1=CC=CC=C1)OC(=O)N[C@@H](CC(CC(=O)OC)=O)COC